C(C1=CC=CC=C1)N1C(C2(CC1)CCC(CC2)C2=C1N(N=C2CN(CCNC)C)CCC1)=O 2-Benzyl-8-(2-((methyl(2-(methylamino)ethyl)amino)methyl)-5,6-dihydro-4H-pyrrolo[1,2-b]pyrazol-3-yl)-2-azaspiro[4.5]decan-1-one